2-[4-(2-trimethylsilylethoxymethyl)-1,2,4-triazol-3-yl]Isoindoline-1,3-dione C[Si](CCOCN1C(=NN=C1)N1C(C2=CC=CC=C2C1=O)=O)(C)C